3-[(4-Bromo-3,5-difluoro-phenyl)methylene]-1-(3-fluoropropyl)azetidine BrC1=C(C=C(C=C1F)C=C1CN(C1)CCCF)F